(4-bromo-2-fluorophenyl)methylamine BrC1=CC(=C(C=C1)CN)F